ethyl 4-methylpiperidine-1,4-dicarboxylate CC1(CCN(CC1)C(=O)OCC)C(=O)[O-]